BrC=1C=C(C#N)C=CC1C=1NC=C(N1)C(F)(F)F 3-bromo-4-[4-(trifluoromethyl)-2-imidazolyl]benzonitrile